N-(2-(difluoromethoxy)-6-methylpyridin-3-yl)-1-(2-isopropylphenyl)-3-(methylthio)cyclobutane-1-carboxamide FC(OC1=NC(=CC=C1NC(=O)C1(CC(C1)SC)C1=C(C=CC=C1)C(C)C)C)F